FCCN1CCN(CC1)CC(=O)NC=1N=CC2=CC=C(C=C2C1)C=1SC(=NN1)C 2-(4-(2-fluoroethyl)piperazin-1-yl)-N-(6-(5-methyl-1,3,4-thiadiazol-2-yl)isoquinolin-3-yl)acetamide